N-ethyl-N-(2,2,2-trifluoro-1-(4-fluorophenyl)ethyl)-[1,2,4]triazolo[1,5-a]pyridine-7-sulfonamide C(C)N(S(=O)(=O)C1=CC=2N(C=C1)N=CN2)C(C(F)(F)F)C2=CC=C(C=C2)F